1-bromo-2-fluoro-4,5-dimethoxybenzene BrC1=C(C=C(C(=C1)OC)OC)F